(2-(3-methoxy-4-(morpholine-4-carbonyl)phenylamino)-5-methylpyrimidin-4-ylamino)benzo[d]oxazol-2(3H)-one COC=1C=C(C=CC1C(=O)N1CCOCC1)NC1=NC=C(C(=N1)NN1C(OC2=C1C=CC=C2)=O)C